Cl.C(C)OC[C@]1(CN(CC1)C(C)C=1C=CC(=NC1)C)CCC1=CC=CC=C1 5-(1-((R)-3-(ethoxymethyl)-3-phenethyl-pyrrolidin-1-yl)ethyl)-2-methylpyridine HCl